Cl.COC(CCCCCNC)=O 6-(methylamino)hexanoic acid methyl ester hydrochloride